5-(1-phenyl-1H-pyrazol-4-yl)-1H-pyrrole-2-carboxylic acid C1(=CC=CC=C1)N1N=CC(=C1)C1=CC=C(N1)C(=O)O